butyl fumarate C(\C=C\C(=O)[O-])(=O)OCCCC